2-bromo-1-[2-(methylsulfanyl)pyrimidin-4-yl]Ethanone BrCC(=O)C1=NC(=NC=C1)SC